Cl.N1N=CC(=C1)C(=O)N Pyrazole-4-carboxamide hydrochloride